[I-].FC([N+](C(F)(F)F)(C(F)(F)F)C(C(C(C(C(C(C(C(F)(F)F)(F)F)(F)F)(F)F)(F)F)(F)F)(F)F)(F)F)(F)F Perfluorooctyl-Trimethylammonium Iodide